The molecule is an organic heterotetracyclic compound that is podophyllotoxin in which the methyl ether group at position 4 of the trimethoxyphenyl group has been cleaved to afford the corresponding phenol. It has a role as a metabolite. It is a furonaphthodioxole, an organic heterotetracyclic compound and a member of phenols. COC1=CC(=CC(=C1O)OC)[C@H]2[C@@H]3[C@H](COC3=O)[C@H](C4=CC5=C(C=C24)OCO5)O